OC1=NC(=CC=C1S[C@H]1[C@H](CCC1)C(=O)OC)C |r| methyl (1RS,2RS)-2-((2-hydroxy-6-methylpyridin-3-yl)thio)cyclopentane-1-carboxylate